ClC1=C(OCC(=O)O)C=CC(=C1)SCN1N=CN(C1=O)C1=CC=C(C=C1)C(F)(F)F 2-(2-Chloro-4-(((5-oxo-4-(4-(tri-fluoromethyl)phenyl)-4,5-dihydro-1H-1,2,4-triazol-1-yl)methyl)thio)-phenoxy)acetic acid